FC1(CC(C1)[C@H](O)C1=CC=2C(=NC(=CC2)C=2C=C3C(=NC2)N=NN3C)S1)F (S)-(3,3-difluorocyclobutyl)(6-(1-methyl-1H-[1,2,3]triazolo[4,5-b]pyridin-6-yl)thieno[2,3-b]pyridin-2-yl)methanol